NC1=C2N=CN(C2=NC(=N1)F)C1C(CC(O1)COC1C(C(C(C1)CO)O)O)O 3-((5-(6-amino-2-fluoro-9H-purin-9-yl)-4-hydroxytetrahydrofuran-2-yl)methoxy)-5-(hydroxymethyl)cyclopentane-1,2-diol